C(CCCCCCCCCCCCCCCCC(=O)OCN1C(C=CC2=CC=C(C=C12)OCCCCN1CCN(CC1)C1=CC=CC=2SC=CC21)=O)(=O)OCN2C(C=CC1=CC=C(C=C21)OCCCCN2CCN(CC2)C2=CC=CC=1SC=CC12)=O bis((7-(4-(4-(benzo[b]thiophen-4-yl)piperazin-1-yl)butoxy)-2-oxoquinolin-1(2H)-yl)methyl) octadecanedioate